NC1=C(C=C(C=N1)C1=CC=C(C(=O)N)C=C1)C1=CC(=C(C(=C1)OC)OC)OC 4-[6-amino-5-(3,4,5-trimethoxyphenyl)-3-pyridyl]benzamide